2-(cyanomethyl)-4-(2,3-dichloro-6-methoxyphenyl)piperidine-1,2-dicarboxylic acid 1-tert-butyl ester 2-methyl ester COC(=O)C1(N(CCC(C1)C1=C(C(=CC=C1OC)Cl)Cl)C(=O)OC(C)(C)C)CC#N